O=C1NC(CCC1N1C(C2=CC=CC(=C2C1=O)SC)=O)=O 2-(2,6-dioxopiperidin-3-yl)-4-(methylsulfanyl)isoindoline-1,3-dione